6-(2-hydroxy-2-methylpropoxy)-4-(6-(6-((1-methyl-1H-1,2,3-triazol-4-yl)methyl)-3,6-diazabicyclo[3.1.1]heptan-3-yl)pyridin-3-yl)pyrazolo[1,5-a]pyridine-3-carbonitrile OC(COC=1C=C(C=2N(C1)N=CC2C#N)C=2C=NC(=CC2)N2CC1N(C(C2)C1)CC=1N=NN(C1)C)(C)C